C(CC)OC(=O)C1=C(N=C(S1)N(C(CCNC(C1=CC(=CC=C1)C1=NOC(=N1)C)=O)=O)C)C Propyl-4-methyl-2-(N-methyl-3-(3-(5-methyl-1,2,4-oxadiazol-3-yl)benzamido)propanamido)thiazole-5-carboxylate